FC(C(=O)O)(F)F.N1CC(C1)CCC(=O)NO 3-(azetidin-3-yl)-N-hydroxypropionamide trifluoroacetate salt